rac-(3R,5S)-5-methylpiperidin-3-ol C[C@H]1C[C@H](CNC1)O |r|